6-[4-(dimethylamino)-6-fluoro-8-(methylamino)-9H-pyrido[2,3-b]indol-3-yl]-1-(1,1-dimethyl-2-pyrrolidin-1-yl-ethyl)-4-oxo-1,8-naphthyridine-3-carboxylic acid CN(C1=C(C=NC=2NC3=C(C=C(C=C3C21)F)NC)C=2C=C1C(C(=CN(C1=NC2)C(CN2CCCC2)(C)C)C(=O)O)=O)C